2-(aminomethyl)-N,N-dimethylpyridin-3-amine NCC1=NC=CC=C1N(C)C